C12CNCC(CC1)N2C=2SC1=C(N2)C=CC(=C1)C(=O)NC1CCC(CC1)(F)F 2-(3,8-diazabicyclo[3.2.1]oct-8-yl)-N-(4,4-difluorocyclohexyl)benzo[d]thiazole-6-carboxamide